3-(2-methylpyrimidin-5-yl)-3-[1-(trifluoromethyl)cyclopropyl]propanoic acid CC1=NC=C(C=N1)C(CC(=O)O)C1(CC1)C(F)(F)F